O1C(=CC2=C1C=CC=C2)C2=CC=C(C=C2)N(C2=CC=C(C=C2)C2=CC1=C(N=C(O1)C1=CC3=CC=CC=C3C=C1)C=C2)C2=CC=C(C=C2)C=2SC1=C(C2)C=CC=C1 N-(4-benzofuran-2-yl-phenyl)-N-(4-benzothien-2-yl-phenyl)-N-{4-(2-naphthalen-2-yl-benzoxazol-6-yl)-phenyl}-amine